FC(CCNC1=CC(C1=O)=O)(F)F 4-((3,3,3-trifluoropropyl)amino)cyclobut-3-ene-1,2-dione